ClC1=CC=C(C=C1)C=C=C(CCC1=CC=CC=C1)C 1-Chloro-4-(3-methyl-5-phenyl-1,2-pentadien-1-yl)benzene